Cl.NC=1C=CC=C2C(=NN(C12)C)C1C(NC(CC1)=O)=O 3-(7-amino-1-methyl-indazol-3-yl)piperidine-2,6-dione hydrochloride